1-(3-((6-(2,4-difluorophenoxy)-8,9-dihydroimidazo[1',2':1,6]pyrido[2,3-d]pyrimidin-2-yl)amino)piperidin-1-yl)prop-2-en-1-one FC1=C(OC2=CC3=C(N=C(N=C3)NC3CN(CCC3)C(C=C)=O)N3C2=NCC3)C=CC(=C1)F